(E)-pent-2-enoic acid C(\C=C\CC)(=O)O